N-cyclobutyl-2-(6-oxo-3-(2-(2,2,2-trifluoroethoxy)pyrimidin-5-yl)pyridazin-1(6H)-yl)acetamide C1(CCC1)NC(CN1N=C(C=CC1=O)C=1C=NC(=NC1)OCC(F)(F)F)=O